3-(3-chlorophenyl)-1-(2,2-difluoroethyl)-1H-indazole-5-carboxylic acid methyl ester COC(=O)C=1C=C2C(=NN(C2=CC1)CC(F)F)C1=CC(=CC=C1)Cl